The molecule is dianion of CDP-3,6-dideoxy-D-mannose arising from deprotonation of the diphosphate OH groups; major species at pH 7.3. It is a conjugate base of a CDP-3,6-dideoxy-D-mannose. C[C@@H]1[C@H](C[C@@H](C(O1)OP(=O)([O-])OP(=O)([O-])OC[C@@H]2[C@H]([C@H]([C@@H](O2)N3C=CC(=NC3=O)N)O)O)O)O